methyl 3-(1-cyanocyclopropyl)-6-(tetrahydro-2H-pyran-4-yl)-1H-indole-2-carboxylate C(#N)C1(CC1)C1=C(NC2=CC(=CC=C12)C1CCOCC1)C(=O)OC